monosodium cysteine N[C@@H](CS)C(=O)O.[Na]